tungsten(IV) oxide [W](=O)=O